Cl.ClC1=CC(=C(C=C1)C1=NN2C(CNC(C2)C)=C1C1=CC=NC=C1)F 2-(4-chloro-2-fluorophenyl)-6-methyl-3-(pyridin-4-yl)-4,5,6,7-tetrahydropyrazolo[1,5-a]pyrazine hydrogen chloride